(S)-3-(4-(4-(1-((1R,2R)-2-methylcyclohexyl)-1H-pyrazol-4-yl)pyrazolo[1,5-a]pyrazin-6-yl)-1H-pyrazol-1-yl)propane-1,2-diol C[C@H]1[C@@H](CCCC1)N1N=CC(=C1)C=1C=2N(C=C(N1)C=1C=NN(C1)C[C@@H](CO)O)N=CC2